6-(4-chlorophenyl)-2-(3-fluorophenyl)-N-[(2RS)-1-hydroxy-4-methoxybut-2-yl]-3-oxo-2,3-dihydropyridazine-4-carboxamide ClC1=CC=C(C=C1)C=1C=C(C(N(N1)C1=CC(=CC=C1)F)=O)C(=O)N[C@@H](CO)CCOC |r|